IC1=NC(=NC=C1)NC=1C=NN(C1)C iodo-N-(1-methyl-1H-pyrazol-4-yl)pyrimidin-2-amine